4-Fluoro-N-(7-methoxy-4-phenyl-1H-benzoimidazol-2-yl)-benzamide FC1=CC=C(C(=O)NC2=NC3=C(N2)C(=CC=C3C3=CC=CC=C3)OC)C=C1